C(C)(C)(C)OC(=O)NC1(CN(CCC1)C1=C(C=C(C=C1)C1=CC(=C(C=C1)OCCOC)F)C(=O)OC)C(N(C)C)=O methyl 4-(3-((tert-butoxycarbonyl) amino)-3-(dimethylcarbamoyl) piperidin-1-yl)-3'-fluoro-4'-(2-methoxyethoxy)-[1,1'-biphenyl]-3-carboxylate